ClC1=C(C(=C(C=N1)C=NNS(=O)(=O)C1=CC=C(C=C1)C)I)F ((6-chloro-5-fluoro-4-iodopyridin-3-yl)methylene)-4-methylbenzenesulfonohydrazide